N1=CN=CC2=C1C1=C(C=NC2)C=CC=C1 5H-benzo[c]pyrimido[4,5-e]azepin